ClC/C(=C/C1=CC=CC=C1)/C (E)-(3-chloro-2-methylpropan-1-ene-1-yl)benzene